para-fluorophenylalanine FC1=CC=C(C[C@H](N)C(=O)O)C=C1